ClC=1C=CC(=C(C1)C1=NC=C(C(=C1)NC1=CC(=NC=C1)NC(C)=O)O)F N-(4-{[2-(5-chloro-2-fluorophenyl)-5-hydroxypyridin-4-yl]amino}pyridin-2-yl)acetamide